C(#N)C1=CC(=C(C(=O)NCC2=CN=CO2)C=C1)C1CC1 4-cyano-2-cyclopropyl-N-(oxazol-5-ylmethyl)benzamide